4-thiaproline N1[C@@H](CSC1)C(=O)O